5-((((9H-fluoren-9-yl)methoxy)carbonyl)amino)pentanoic acid C1=CC=CC=2C3=CC=CC=C3C(C12)COC(=O)NCCCCC(=O)O